C(C1=CC=CC=C1)OCC1=C(C=CC=C1)N1C(SCC1=O)=N 3-(2-((benzyloxy)methyl)phenyl)-2-iminothiazolidin-4-one